5-nitro-2-[(1-phenyl-1H-tetrazol-5-yl)sulfanyl]-N-[4-(trifluoromethyl)phenyl]benzamide [N+](=O)([O-])C=1C=CC(=C(C(=O)NC2=CC=C(C=C2)C(F)(F)F)C1)SC1=NN=NN1C1=CC=CC=C1